P(=O)(OC1=C(C=CC=C1)C)(OC1=C(C=CC=C1)C)OC di-o-tolyl methyl phosphate